2-(phthalimidomethyl)-3-oxobutyrate C1(C=2C(C(N1CC(C(=O)[O-])C(C)=O)=O)=CC=CC2)=O